(2-Phenylcyclopropyl)methanamine hydrochloride Cl.C1(=CC=CC=C1)C1C(C1)CN